1-(2-formylbenzoyl)piperidine C(=O)C1=C(C(=O)N2CCCCC2)C=CC=C1